COCCN(C1CC2(CC1)CCNCC2)C N-(2-methoxyethyl)-N-methyl-8-azaspiro[4.5]decan-2-amine